1-bromo-3-((3-methylbut-2-en-1-yl)oxy)-5-(trifluoromethoxy)benzene BrC1=CC(=CC(=C1)OC(F)(F)F)OCC=C(C)C